2-(3-ethyl-5-formylphenyl)acetonitrile C(C)C=1C=C(C=C(C1)C=O)CC#N